2-chloro-anthraquinone ClC1=CC=2C(C3=CC=CC=C3C(C2C=C1)=O)=O